NC(C(CCC(=O)OC(C)(C)C)N1C(C2=CC=C(C=C2C1)C1NCCN(C1)C)=O)=O tert-butyl 5-amino-4-(5-(4-methylpiperazin-2-yl)-1-oxoisoindolin-2-yl)-5-oxopentanoate